2-[rac-(2s,4r)-4-methyl-2-phenyl-1-piperidinyl]acetic acid C[C@H]1C[C@H](N(CC1)CC(=O)O)C1=CC=CC=C1 |r|